4-Ethyl-2-methyl-9-phenethyl-1-oxa-4,9-diazaspiro[5.5]undecane C(C)N1CC(OC2(C1)CCN(CC2)CCC2=CC=CC=C2)C